ClC=1C=CC=2C(=C3N(C2C1C=1C(=NC=NC1C)C)[C@@H](CN(C3=O)C=3C=CC=C1C=CC=C(C31)C(=O)O)C)CCCOC3=CC(=C(C(=C3)C)Cl)C 8-[(4R)-7-chloro-10-[3-(4-chloro-3,5-dimethyl-phenoxy)propyl]-6-(4,6-dimethylpyrimidin-5-yl)-4-methyl-1-oxo-3,4-dihydropyrazino[1,2-a]indol-2-yl]naphthalene-1-carboxylic acid